(3,3-bis(carbazolyl))biphenyl C1(=CC=CC=2C3=CC=CC=C3NC12)C1(CC(=CC=C1)C1=CC=CC=C1)C1=CC=CC=2C3=CC=CC=C3NC12